ethyl 2-chloropyrazolo[1,5-a]pyrimidine-3-carboxylate ClC1=NN2C(N=CC=C2)=C1C(=O)OCC